ClS(=O)(=O)CO[Si](OC)(OC)C1=CC=CC=C1 chlorosulfonylphenyltrimethoxysilane